F[C@@H]1[C@@H](C1)C(=O)NC1=CC=C2C(=N1)N(C=C2C=2C(=CC1=C(N=CO1)C2)OC)COCC[Si](C)(C)C (1S,2S)-2-fluoro-N-(3-(6-methoxybenzo[d]oxazol-5-yl)-1-((2-(trimethylsilyl)ethoxy)methyl)-1H-pyrrolo[2,3-b]pyridin-6-yl)cyclopropane-1-carboxamide